(4aS,7aR)-N-[4-(3-cyanophenyl)-5-[2-(difluoromethyl)-6-methyl-4-pyridyl]thiazol-2-yl]-4-methyl-2,3,4a,5,7,7a-hexahydropyrrolo[3,4-b][1,4]oxazine-6-carboxamide C(#N)C=1C=C(C=CC1)C=1N=C(SC1C1=CC(=NC(=C1)C)C(F)F)NC(=O)N1C[C@H]2OCCN([C@H]2C1)C